N,N'-bis(3-aminopropyl)-diethylenetriamine NCCCNCCN(CCN)CCCN